Cl.FC1=C(C=CC2=CN(N=C12)[C@@H](C(=O)NC=1SC=CN1)C1=CC=CC=C1)C=1C=NC(=CC1)N1CCNCC1 |r| (2RS)-2-[7-fluoro-6-(6-piperazin-1-yl-3-pyridinyl)indazol-2-yl]-2-phenyl-N-thiazole-2-yl-acetamide hydrochloride